FC(C(CO)NC(OCCCC)=O)(F)F butyl (1,1,1-trifluoro-3-hydroxypropan-2-yl)carbamate